NCCCCCNC(=O)C=1N=C(SC1)C=1C=NN(C1)C1=CC=CC=C1 N-(5-aminopentyl)-2-(1-phenyl-1H-pyrazol-4-yl)-1,3-thiazole-4-carboxamide